CN(C(=O)NC1=NC=C(C=C1)OC(F)(F)F)C1CC2(CN(C2)C(=O)C2=C3N(N=C2)C=CN3C)C1 1-methyl-1-(2-(1-methyl-1H-imidazo[1,2-b]pyrazole-7-carbonyl)-2-azaspiro[3.3]heptan-6-yl)-3-(5-(trifluoromethoxy)pyridin-2-yl)urea